ClC1=CC=C(C=C1)[C@@]1(N(C(C2=CC(=CC=C12)C1(OC1)C)=O)CC1=NC=C(C=C1)Cl)OC (3R)-3-(4-chlorophenyl)-2-((5-chloropyridin-2-yl)methyl)-3-methoxy-6-(2-methyloxiran-2-yl)isoindolin-1-one